C1(CC1)N1N=C(C2=C1N(C([C@@H]([C@@H]2C2CC2)NC(C2=CC(=CC=C2)C(F)(F)F)=O)=O)CC)CO |r| rac-N-((4R,5R)-1,4-dicyclopropyl-7-ethyl-3-(hydroxymethyl)-6-oxo-4,5,6,7-tetrahydro-1H-pyrazolo[3,4-b]pyridin-5-yl)-3-(trifluoromethyl)benzamide